C(CCCCC)OC1=C(C(=CC=C1)OCCCCCC)OCCCCCC 1,2,3-trihexoxybenzene